3,5-dibromo-1-{[2-(trimethylsilyl)ethoxy]methyl}-1H-pyrazole BrC1=NN(C(=C1)Br)COCC[Si](C)(C)C